1,3-diaminoacetone NCC(=O)CN